C(C1=CC=CC=C1)N1CCC(CC1)NCCCOC=1C(OC2=CC(=CC=C2C1)C1=CC(=NC=C1)F)=O (3-((1-Benzylpiperidin-4-yl)amino)propoxy)-7-(2-fluoropyridin-4-yl)-2H-chromen-2-one